1,6-di-O-galloyl-D-glucose C1=C(C=C(C(=C1O)O)O)C(=O)OC[C@@H]2[C@H]([C@@H]([C@H](C(O2)OC(=O)C3=CC(=C(C(=C3)O)O)O)O)O)O